Benzyl ((4-(((S)-2-((R)-2-((4-(1H-tetrazol-5-yl)benzyl)amino)-4-phenylbutanamido)propanamido)methyl)phenyl)(imino)methyl)carbamate N1N=NN=C1C1=CC=C(CN[C@@H](C(=O)N[C@H](C(=O)NCC2=CC=C(C=C2)C(=N)NC(OCC2=CC=CC=C2)=O)C)CCC2=CC=CC=C2)C=C1